3-(6-methyl-4-oxochroman-3-yl)propanenitrile CC=1C=C2C(C(COC2=CC1)CCC#N)=O